5-bromo-2-[(2-methylpyridin-4-yl)carbamoyl]benzoic acid BrC=1C=CC(=C(C(=O)O)C1)C(NC1=CC(=NC=C1)C)=O